N-[2-(dodecanesulfonyloxy)phenyl]-N'-[4-(dodecanesulfonyloxy)phenyl]urea C(CCCCCCCCCCC)S(=O)(=O)OC1=C(C=CC=C1)NC(=O)NC1=CC=C(C=C1)OS(=O)(=O)CCCCCCCCCCCC